tert-Butyl (3R,5S)-3-amino-5-((tert-butyldimethylsilyl)oxy)piperidine-1-carboxylate N[C@H]1CN(C[C@H](C1)O[Si](C)(C)C(C)(C)C)C(=O)OC(C)(C)C